The molecule is a halide anion formed when chlorine picks up an electron to form an an anion. It has a role as a human metabolite, an Escherichia coli metabolite and a cofactor. It is a halide anion and a monoatomic chlorine. It is a conjugate base of a hydrogen chloride. [Cl-]